CC(C)C1NCC2C1=CNC2 (propan-2-yl)hexahydropyrrolo[3,4-c]pyrrol